4-formylphenyl-1,3,5-triazine C(=O)C1=CC=C(C=C1)C1=NC=NC=N1